2-(2-(((1r,4r)-4-(((4-chloro-phenyl)(phenyl)carbamoyl-oxy)methyl)cyclohexyl)methoxy)acetamido)ethanesulfonic acid ClC1=CC=C(C=C1)N(C(=O)OCC1CCC(CC1)COCC(=O)NCCS(=O)(=O)O)C1=CC=CC=C1